IMIDAZOLATE GOLD [Au+3].[N-]1C=NC=C1.[N-]1C=NC=C1.[N-]1C=NC=C1